2-benzyloxyethoxy(trimethyl)silane C(C1=CC=CC=C1)OCCO[Si](C)(C)C